C(CC=CCC)=O 3-Hexene-1-aldehyde